FC1=C(CC2N(CC2)C(=O)C=2C=NN(C2COC)C)C=CC=C1 [2-(2-fluorobenzyl)azetidin-1-yl][5-(methoxymethyl)-1-methyl-1H-pyrazol-4-yl]methanone